1-methoxy-2-hydroxy-xanthone COC1=C(C=CC=2OC3=CC=CC=C3C(C12)=O)O